3-[4-(phenylsulfonyl)phenyl]Azetidine-1-carboxylic acid tert-butyl ester C(C)(C)(C)OC(=O)N1CC(C1)C1=CC=C(C=C1)S(=O)(=O)C1=CC=CC=C1